(6aS)-1,2,9,10-tetramethoxy-6-methyl-5,6,6a,7-tetrahydro-4H-dibenzo[de,g]quinoline COC1=C(C=C2CCN([C@H]3CC4=C(C1=C23)C=C(C(=C4)OC)OC)C)OC